O=C1NC(CC[C@H]1N1C(C2=CC=C(C=C2C1)O[C@@H]1[C@@H](CCCC1)N1CC(C1)C1=C(C=C(C#N)C=C1)F)=O)=O |&1:6| Rac-4-(1-((cis)-2-((2-(2,6-dioxopiperidin-3-yl)-1-oxoisoindolin-5-yl)oxy)cyclohexyl)azetidin-3-yl)-3-fluorobenzonitrile